C(CCCCCCCCCCCCCCC(C)C)(=O)O.CC(=O)[C@H](O)[C@@H](O)[C@H](O)[C@H](O)CO.C(CCCCCCCCCCCCCCC(C)C)(=O)O.C(CCCCCCCCCCCCCCC(C)C)(=O)O.CC(=O)[C@H](O)[C@@H](O)[C@H](O)[C@H](O)CO methyl-glucose sesquiisostearate